3-chloro-4-(1,3-dioxoisoindolin-2-yl)-5,6-difluoropicolinic acid cyclohexyl ester C1(CCCCC1)OC(C1=NC(=C(C(=C1Cl)N1C(C2=CC=CC=C2C1=O)=O)F)F)=O